1-amino-1-(hydroxyethyl)cyclohexane NC1(CCCCC1)CCO